3,7-diformyl-10-octyl-10H-phenothiazine C(=O)C=1C=CC=2N(C3=CC=C(C=C3SC2C1)C=O)CCCCCCCC